C(C)(C)(C)C1=CC=C(C=C1)NC1CC(C(CC1)O)O 4-((4-(Tert-butyl)phenyl)amino)cyclohexane-1,2-diol